C(C)(C)(C)N1C=NC2=C1C=C(C=C2F)C2=NC(=NC=C2F)N[C@H]2[C@@H](CN(CC2)S(=O)(=O)C)O (3r,4r)-4-{[4-(1-tert-butyl-4-fluoro-1H-benzoimidazol-6-yl)-5-fluoropyrimidin-2-yl]amino}-1-(methylsulfonyl)piperidin-3-ol